OCCCOI(=O)=O.FC1=C(C=C2C=NN(C2=C1)C1=CC=NC=C1)C(=O)NC1=CC2=C(NC(=N2)[C@@H]2N(CCC2)C)C=C1 6-fluoro-N-[2-[(2R)-1-methylpyrrolidin-2-yl]-1H-1,3-benzodiazol-5-yl]-1-(pyridin-4-yl)indazole-5-carboxamide hydroxypropyl-iodate